ClC=1C=NC=C(C1[C@@H](C)OC=1C=C2C(=NN(C2=CC1OC)C1OCCCC1)C=1C=C(C(=NC1)N1CC(C1)(C)NCC(C)C)C#N)Cl 5-[5-[(1R)-1-(3,5-dichloro-4-pyridyl)ethoxy]-6-methoxy-1-tetrahydropyran-2-yl-indazol-3-yl]-2-[3-(isobutylamino)-3-methyl-azetidin-1-yl]pyridine-3-carbonitrile